3-Amino-5-bromopyridine NC=1C=NC=C(C1)Br